FC(C=1C(=C(C=CC1)[C@@H](C)NC1=C(C(=NC(=N1)OC)C(C(=O)NN1CCOCC1)C)C1OCCO1)F)F 2-(6-(((R)-1-(3-(difluoromethyl)-2-fluorophenyl)ethyl)amino)-5-(1,3-dioxolane-2-yl)-2-methoxypyrimidin-4-yl)-N-morpholinopropionamide